BrCC(=O)C1=CC=C(C=C1)O 2-bromo-4'-hydroxy-acetophenone